ClC1=CC=C(C=C1)[C@@]1(N(C(C2=CC(=CC(=C12)F)C(C)(C)O)=O)CC1=NC=C(C=C1)C)OCC1(CC1)CO (3R)-3-(4-chlorophenyl)-4-fluoro-3-{[1-(hydroxymethyl)cyclopropyl]methoxy}-6-(2-hydroxypropan-2-yl)-2-[(5-methylpyridin-2-yl)methyl]-2,3-dihydro-1H-isoindol-1-one